C1(CC1)C1=CN(C=2N=CN=C(C21)N2[C@@H](CN(CC2)C(=O)OC(C)(C)C)C)S(=O)(=O)C2=CC=C(C)C=C2 tert-Butyl (R)-4-(5-cyclopropyl-7-tosyl-7H-pyrrolo[2,3-d]pyrimidin-4-yl)-3-methylpiperazine-1-carboxylate